C[C@@H]1O[C@@H](CC(C1)=C)C1=CC=CC=C1 |r| (+-)-Cis-tetrahydromethyl-4-methylene-6-phenyl-2H-pyran